C(C1=CC=CC=C1)SC1=NN(C(=C1)C(OC)C1CC1)C 3-(benzylthio)-5-(cyclopropyl(methoxy)methyl)-1-methyl-1H-pyrazole